(R)-N-(1-cyclopropyl-3-(6-(1-hydroxybutyl)-4-methylpyridin-3-yl)-2-oxo-1,2-dihydro-1,6-naphthyridin-7-yl)cyclopropanecarboxamide C1(CC1)N1C(C(=CC2=CN=C(C=C12)NC(=O)C1CC1)C=1C=NC(=CC1C)[C@@H](CCC)O)=O